C(C(=O)OCC1=CC2=CC=CC=C2C=C1)(=O)OC methyl (naphthalen-2-ylmethyl) oxalate